C(C)(C)C=1C=CC=C2C(=C(NC12)C(=O)O)C1=CC=C(C=C1)CN1CCOCC1 7-isopropyl-3-(4-(morpholinomethyl)phenyl)-1H-indole-2-carboxylic acid